ClC1=C(C(=CC=C1O)F)B(O)O 2-CHLORO-6-FLUORO-3-HYDROXYPHENYLBORONIC ACID